5-fluoro-N-(3-fluoro-4-(4,4,5,5-tetramethyl-1,3,2-dioxaborolan-2-yl)benzyl)-2-methoxybenzeneAmide FC=1C=CC(=C(C1)C(=O)NCC1=CC(=C(C=C1)B1OC(C(O1)(C)C)(C)C)F)OC